N1=CN=C(C=C1)C=1C=C(N)C=CC1 3-(pyrimidin-4-yl)aniline